2-((2,2-difluorocyclopropyl)methyl)-2H-tetrazol FC1(C(C1)CN1N=CN=N1)F